FC1=C(C(=O)NCC2CCC(CC2)N2N=C3C=C(C=CC3=C2)N2CCC3(CN(CCO3)C(=O)OC(C)(C)C)CC2)C=C(C(=C1F)OCC1=CC=C(C=C1)OC)F tert-butyl 9-{2-[(1r,4r)-4-({2,3,5-trifluoro-4-[(4-methoxyphenyl)methoxy]benzamido}methyl)cyclohexyl]-2H-indazol-6-yl}-1-oxa-4,9-diazaspiro[5.5]undecane-4-carboxylate